N-(2-(2,6-dioxopiperidin-3-yl)-6-methyl-1-oxoisoindolin-4-yl)acetamide O=C1NC(CCC1N1C(C2=CC(=CC(=C2C1)NC(C)=O)C)=O)=O